5-(2-Phenyl-butyrylamino)-[1,2,3]thiadiazole-4-carboxylic acid C1(=CC=CC=C1)C(C(=O)NC1=C(N=NS1)C(=O)O)CC